3-[5-(benzyloxy)pentyl]-7-bromoquinolin-2-amine C(C1=CC=CC=C1)OCCCCCC=1C(=NC2=CC(=CC=C2C1)Br)N